2-(3-(4-bromophenyl)-2-oxotetrahydropyrimidin-1(2H)-yl)-4-(trifluoromethyl)thiazole-5-sulfonic acid BrC1=CC=C(C=C1)N1C(N(CCC1)C=1SC(=C(N1)C(F)(F)F)S(=O)(=O)O)=O